N-[(1R)-[(3,3-difluoro-1-piperidinyl)methyl]-1,3-dimethyl-butyl]-8-fluoro-quinoline-3-carboxamide FC1(CN(CCC1)C[C@](CC(C)C)(C)NC(=O)C=1C=NC2=C(C=CC=C2C1)F)F